C(\C=C\CCCCCCCCCCCCCCC)O (E)-2-octadecenol